1'-(3-(difluoromethoxy)phenyl)-2'-oxospiro[cyclopropane-1,3'-indoline]-5'-carbaldehyde FC(OC=1C=C(C=CC1)N1C(C2(C3=CC(=CC=C13)C=O)CC2)=O)F